Decane-1,10-diyl dipentyl bis(vinylphosphonate) C(=C)P(OCCCCCCCCCCOP(OCCCCC)(=O)C=C)(OCCCCC)=O